N-methyl-3-[2-(methylamino)quinazolin-6-yl]-4-[4-(trifluoromethyl)phenoxy]benzene-1-sulfonamide CNS(=O)(=O)C1=CC(=C(C=C1)OC1=CC=C(C=C1)C(F)(F)F)C=1C=C2C=NC(=NC2=CC1)NC